N1(C=NC=C1)CCOCCNC(O[C@H]1[C@H](NC[C@@H]1O)CC1=CC=C(C=C1)OC)=O (2R,3S,4S)-4-hydroxy-2-[(4-methoxyphenyl) methyl]pyrrolidin-3-yl N-{2-[2-(imidazol-1-yl)ethoxy]ethyl}carbamate